2,2',3,3',5,5'-hexamethyl(1,1'-biphenyl)-4,4-diol CC1=C(C=C(C(C1C)(O)O)C)C1=C(C(=CC(=C1)C)C)C